4-benzyl-1-[bromo(difluoro)methyl]pyrazole-3-carboxylic acid ethyl ester C(C)OC(=O)C1=NN(C=C1CC1=CC=CC=C1)C(F)(F)Br